4-methoxy-1-naphthaleneethanone COC1=CC=C(C2=CC=CC=C12)CC=O